C1(=CC=CC=C1)N1C=2C=CC=CC2N(C2=CC=CC=C12)C1=CC=CC=C1 N,N'-diphenyl-5,10-dihydrophenazine